4,4'-biphenyldinitrile C1(=CC=C(C=C1)C#N)C1=CC=C(C=C1)C#N